NC1=C2C(=NC=N1)N(N=C2C2=CC=C(C=C2)OC2=CC=CC=C2)C2CCN(CC2)CC2=CC=C(C=C2)NC2C(NC(CC2)=O)=O 3-((4-((4-(4-amino-3-(4-phenoxyphenyl)-1H-pyrazolo[3,4-d]pyrimidin-1-yl)piperidin-1-yl)methyl)phenyl)amino)piperidine-2,6-dione